5-[[4-[(3-amino-3-imino-propionyl)amino]-3-fluoro-phenyl]sulfonylamino]thiazole-4-carboxylic acid NC(CC(=O)NC1=C(C=C(C=C1)S(=O)(=O)NC1=C(N=CS1)C(=O)O)F)=N